FC(C=1C=C(C=C(C1)C(F)(F)F)CC(=O)O)(F)F 3,5-bis(trifluoromethyl)phenylacetic acid